Methyl 1-(7-chloro-1H-indole-2-carbonyl)-4-methylpiperazine-2-carboxylate ClC=1C=CC=C2C=C(NC12)C(=O)N1C(CN(CC1)C)C(=O)OC